alpha-methyleneglutaronitrile C=C(C#N)CCC#N